F[C@@H]1CN(C[C@H]1O)C(=O)C1=CC=CC=C1 |r| racemic-(trans-3-fluoro-4-hydroxypyrrolidin-1-yl)(phenyl)methanone